N-(2-(3-(Dimethylamino)propoxy)-5-(3'-methyl-2'-oxo-2',3'-dihydrospiro[cyclobutane-1,1'-pyrrolo[2,3-c]quinolin]-8'-yl)pyridin-3-yl)-4-methoxybenzenesulfonamide hydrochloride Cl.CN(CCCOC1=NC=C(C=C1NS(=O)(=O)C1=CC=C(C=C1)OC)C1=CC=2C3=C(C=NC2C=C1)N(C(C31CCC1)=O)C)C